Tris(2-hydroxypropyl)ammonium OC(C[NH+](CC(C)O)CC(C)O)C